6-(2-amino-4-methoxyphenyl)-7,8-dihydronaphthalen-2-ol NC1=C(C=CC(=C1)OC)C1=CC=2C=CC(=CC2CC1)O